ClC=1C=C2C(=CC(=NC2=CC1)C(F)(F)F)NC1CCC(CC1)NC(=O)C1COC2=C(O1)C=CC=C2 N-[(1s,4s)-4-{[6-chloro-2-(trifluoromethyl)quinolin-4-yl]amino}cyclohexyl]-2,3-dihydro-1,4-benzodioxine-2-carboxamide